3-chloro-4-fluoro-2-[4-(4-methyl-1,2,4-triazol-3-yl)piperidin-1-yl]benzonitrile ClC=1C(=C(C#N)C=CC1F)N1CCC(CC1)C1=NN=CN1C